4'-chloroisoflavone ClC1=CC=C(C2=COC3=CC=CC=C3C2=O)C=C1